Cl.NC1=NC=C(C2=C1C=NN2)NC(=O)C(=O)N(CC2=NC=C(C=C2)C(F)(F)F)CC N-(4-amino-1H-pyrazolo[4,3-c]pyridin-7-yl)-N'-ethyl-N'-[[5-(trifluoromethyl)-2-pyridyl]methyl]oxamide Hydrogen chloride